potassium tetrachloroplatinate Cl[Pt-2](Cl)(Cl)Cl.[K+].[K+]